C(C)(C)(C)OC(=O)N1C=CC2=C(C(=CC(=C12)C)OC)CN1[C@H](C[C@@H](CC1)NS(N)(=O)=O)C1=CC=C(C=C1)C(=O)OC 5-methoxy-4-(((trans)-2-(4-(methoxycarbonyl)phenyl)-4-(sulfamoylamino)piperidin-1-yl)methyl)-7-methyl-1H-indole-1-carboxylic acid tert-butyl ester